(S)-4-(((8-methyl-4-oxochroman-7-yl)oxy)(pyridin-4-yl)methyl)benzamide CC=1C(=CC=C2C(CCOC12)=O)O[C@@H](C1=CC=C(C(=O)N)C=C1)C1=CC=NC=C1